4'-(thiophene-2,5-diyl-bis(1H-1,2,3-triazole-4,1-diyl))bis(2-(trifluoromethyl)benzoic acid) S1C(=CC=C1C=1N=NN(C1)C=1C(=C(C(=O)O)C=CC1)C(F)(F)F)C=1N=NN(C1)C=1C(=C(C(=O)O)C=CC1)C(F)(F)F